C(C)NC1=NC(=CC(=C1)C=1N(N=CC1C1=NN=CN1C)C)[Sn](CCCC)(CCCC)CCCC N-Ethyl-4-[2-methyl-4-(4-methyl-1,2,4-triazol-3-yl)-pyrazol-3-yl]-6-(tributylstannyl)-pyridin-2-amine